4-methylenedioxy-benzyl-amine C1OC2=CC=C(CN)C=C2O1